(S)-(1,3-Dimethyl-azetidin-3-yl)-[3-(5-methyl-furan-2-yl)-phenyl]-(4-trifluoromethoxy-phenyl)-methanol CN1CC(C1)(C)[C@](O)(C1=CC=C(C=C1)OC(F)(F)F)C1=CC(=CC=C1)C=1OC(=CC1)C